FC(C1=CN=C(S1)NC(=O)C1=CC=CC=C1C1=CC=CC=C1)(F)F 6-((5-(trifluoromethyl)thiazol-2-yl)carbamoyl)-[1,1'-biphenyl]